2-Chloro-5-((3R,7R)-9-(1-(6-(2-hydroxypropan-2-yl)pyridin-3-yl)ethyl)-3,7-dimethyl-10-oxo-1,2,3,4,7,8,9,10-octahydropyrido[4',3':3,4]pyrazolo[1,5-a]pyrazine-2-carbonyl)benzonitrile ClC1=C(C#N)C=C(C=C1)C(=O)N1CC=2C(=NN3C2C(N(C[C@H]3C)C(C)C=3C=NC(=CC3)C(C)(C)O)=O)C[C@H]1C